(R)-5-((5-(1-(2,2-difluoroethyl)-2-methyl-1H-benzo[d]imidazol-6-yl)-7H-pyrrolo[2,3-d]pyrimidin-2-yl)amino)-1-methylpiperidin-2-one FC(CN1C(=NC2=C1C=C(C=C2)C2=CNC=1N=C(N=CC12)N[C@@H]1CCC(N(C1)C)=O)C)F